pyrene-3,6,8-trisulfonic acid C1=CC(=C2C=CC=3C(=CC(=C4C=CC1=C2C34)S(=O)(=O)O)S(=O)(=O)O)S(=O)(=O)O